bis-hydroxymethylsalicylic acid OCC=1C(=C(C(C(=O)O)=CC1)O)CO